(S)-5-(4'-((tert-butoxycarbonyl)amino)-4'H,6'H-spiro[piperidine-4,5'-pyrrolo[1,2-b]pyrazol]-1-yl)imidazo[1,2-c]pyrimidine-8-thiolate C(C)(C)(C)OC(=O)N[C@H]1C2(CN3N=CC=C31)CCN(CC2)C2=NC=C(C=3N2C=CN3)[S-]